CNCCC[Si](OC)(OC)OC N-(methyl)-3-aminopropyltrimethoxysilane